C(C1=CN=CC=C1)(=O)OC(C)OC(N(C)[C@]1(C(CCCC1)=O)C1=C(C=CC=C1)Cl)=O 1-((((S)-1-(2-chlorophenyl)-2-oxocyclohexyl)(methyl)carbamoyl)oxy)ethyl nicotinate